Cl.CN([C@@H](CC(=O)O)C(=O)O)C dimethyl-L-aspartic acid hydrochloride